C(C)(C)(C)OC(C[C@H]1[C@@H](CN(CC1)C(=O)OCC1=CC=CC=C1)C)=O benzyl (3S,4S)-4-(2-tert-butoxy-2-oxo-ethyl)-3-methyl-piperidine-1-carboxylate